Cl.N[C@H](C(=O)OCC)CCC(=O)OCC 1,5-diethyl (2S)-aminopentanedioate hydrochloride